ClC=1C(=NN(C1)C)C(=O)N1CCN(CC1)CCC1=CC=C(C=C1)Cl (4-Chloro-1-methyl-1H-pyrazol-3-yl)-{4-[2-(4-chloro-phenyl)-ethyl]-piperazin-1-yl}-methanone